2-(2,6-dioxopiperidin-3-yl)-4-fluoro-5-(4-((1-(4-(1-(4-hydroxyphenyl)-2-phenylbut-1-en-1-yl)phenyl)piperidin-4-yl)methyl)piperazin-1-yl-2,2,3,3,5,5,6,6-d8)isoindoline-1,3-dione O=C1NC(CCC1N1C(C2=CC=C(C(=C2C1=O)F)N1C(C(N(C(C1([2H])[2H])([2H])[2H])CC1CCN(CC1)C1=CC=C(C=C1)C(=C(CC)C1=CC=CC=C1)C1=CC=C(C=C1)O)([2H])[2H])([2H])[2H])=O)=O